C(#N)C=1C(=C(SC1)C(=O)OC)N/N=C(/S(=O)(=O)C=1SC=CC1)\C#N methyl 4-cyano-3-[(2E)-2-[cyano(thiophen-2-ylsulfonyl)methylidene]hydrazinyl]thiophene-2-carboxylate